1-bromo-1-deoxy-2,3,4-tri-O-acetyl-alpha-D-glucuronic acid methyl ester COC([C@@H]1[C@H]([C@@H]([C@H]([C@H](O1)Br)OC(C)=O)OC(C)=O)OC(C)=O)=O